4,6-Difluoro-2,3-dihydro-1H-indene-1-carbonitrile FC1=C2CCC(C2=CC(=C1)F)C#N